(E)-methyl 3-[3-(3-bromopropoxy)phenyl]acrylate BrCCCOC=1C=C(C=CC1)/C=C/C(=O)OC